zinc-gold-silver-nickel [Ni].[Ag].[Au].[Zn]